C(C1=CC=CC=C1)OC(CCBr)=O 3-bromopropionic acid benzyl ester